C(C1=CC(=C(N)C=C1)[N+](=O)[O-])C1=CC(=C(N)C=C1)[N+](=O)[O-] 4,4'-methylenebis(2-nitroaniline)